(p-tolyl)-1H-imidazole-2-carboxylic acid C1(=CC=C(C=C1)N1C(=NC=C1)C(=O)O)C